COC1=NC=CC(=C1)OCC12CCOC(C1)C2 5-(((2-methoxypyridin-4-yl)oxy)methyl)-2-oxabicyclo[3.1.1]heptan